3-(3,5-Difluoro-4-((6S,7S)-7-Isobutyl-8-methyl-6,7,8,9-tetrahydro-3H-pyrazolo[3,4-h]isochinolin-6-yl)phenoxy)azetidin-1-yl-propan FC=1C=C(OC2CN(C2)CCC)C=C(C1[C@H]1[C@@H](N(CC=2C3=C(C=CC12)NN=C3)C)CC(C)C)F